2,3-bis(4-diphenylaminophenyl)quinoxaline (1-methyl-2-oxo-4-piperidyl)methyl-4-methylbenzenesulfonate CN1C(CC(CC1)COS(=O)(=O)C1=CC=C(C=C1)C)=O.C1(=CC=CC=C1)N(C1=CC=C(C=C1)C1=NC2=CC=CC=C2N=C1C1=CC=C(C=C1)N(C1=CC=CC=C1)C1=CC=CC=C1)C1=CC=CC=C1